C1=CC=CC2=C1CCCC[C@@H]2O (S)-6,7,8,9-tetrahydro-5H-benzocyclohepten-5-ol